[N+](=O)([O-])[O-].[Ce+3].[N+](=O)([O-])[O-].[N+](=O)([O-])[O-] cerium nitrate